2-((R)-3-((6-(2-Hydroxy-4,6-dimethylphenyl)-1,2,4-triazin-3-yl)amino)piperidine-1-yl)-N-((S)-1-hydroxypropan-2-yl)acetamide OC1=C(C(=CC(=C1)C)C)C1=CN=C(N=N1)N[C@H]1CN(CCC1)CC(=O)N[C@H](CO)C